COC=1C=C(C=C(C1)OC)/C=C/C(=O)C1=C(C=C(C=C1OC)OC)O (E)-3-(3,5-dimethoxyphenyl)-1-(2-hydroxy-4,6-dimethoxyphenyl)prop-2-en-1-one